NC(CCC1CC1)(C1=CC(=CC=C1)C#N)C=1C=CC(=C(C1)NC(=O)[C@@H]1N(C[C@@H](C1)OC)C(=O)NC1=CC=C(C=C1)OC)F (2R,4R)-N2-(5-((+)-1-amino-1-(3-cyanophenyl)-3-cyclopropyl-propyl)-2-fluorophenyl)-4-methoxy-N1-(4-methoxyphenyl)pyrrolidine-1,2-dicarboxamide